Cl.FC(C1=CC=C(C=C1)C1=CN=C(C2=NC=CN=C21)N[C@H]2CCNC(C21CC1)=O)(F)F (S)-8-((8-(4-(trifluoromethyl)phenyl)pyrido[3,4-b]pyrazin-5-yl)amino)-5-azaspiro[2.5]octan-4-one HCl